C(C)OC(=O)C=1SC=CC1C=1C=C(C=CC1)C 3-tolylthiophene-2-carboxylic acid ethyl ester